C[C@H](CCCC(C)C)[C@H]1CC[C@@H]2[C@@]1(CC[C@H]3[C@H]2CCC4=CC(=O)CC[C@H]34)C 19-norcholest-5-en-3-one